C(C1=CC=CC=C1)NC(=O)C1=NC(=NC(=C1)N1CCCCC1)N1C=NC=C1 N-benzyl-2-(1H-imidazol-1-yl)-6-(piperidin-1-yl)pyrimidine-4-carboxamide